C1(C=CC=C1)[Ti](C1=C(C(=CC=C1F)N(C(C(C)(C)C)=O)CC1CCCCC1)F)(C1=C(C(=CC=C1F)N(C(C(C)(C)C)=O)CC1CCCCC1)F)C1C=CC=C1 bis(cyclopentadienyl)bis[2,6-difluoro-3-(N-cyclohexylmethyltrimethylacetamido)phenyl]titanium